NC1=CC2=C(SCC(N2CC2CN(C2)C2=CC=CC=C2)=O)C=C1 6-amino-4-((1-phenylazetidin-3-yl)methyl)-2H-benzo[b][1,4]thiazin-3(4H)-one